C(C)(C)(C)OC(=O)N(C1CC(C1)C(=O)O)C (1r,3r)-3-[(tert-butoxycarbonyl)(methyl)amino]cyclobutane-1-carboxylic acid